Sodium 1-({[(1R)-1-(4-Cyclopropyl-3,5-Diethoxyphenyl)Ethyl](4-Phenylbutyl) Carbamoyl}Amino)-3,3-Difluorocyclobutane-1-Carboxylate C1(CC1)C1=C(C=C(C=C1OCC)[C@@H](C)N(C(=O)NC1(CC(C1)(F)F)C(=O)[O-])CCCCC1=CC=CC=C1)OCC.[Na+]